C(#N)CC(=O)N1C[C@H](CCC1)NC1=C2C(=NC=C1C(=O)OCC)NC=C2 ethyl (S)-4-((1-(2-cyanoacetyl)piperidin-3-yl)amino)-1H-pyrrolo[2,3-b]pyridine-5-carboxylate